CC1(CCNCC1)C1=CC=C(C=C1)NC=1C(=NC=CN1)C(=O)N 3-((4-(4-methylpiperidin-4-yl)phenyl)amino)pyrazin-2-carboxamide